C(C)(C)(C)OC(=O)N(CCCC1=NC(=CC=C1[N+](=O)[O-])OC)CC1=C(C=CC(=C1Cl)F)NC1=C(C(=O)O)C=C(C(=C1)F)F 2-((2-(((tert-butoxycarbonyl)(3-(6-methoxy-3-nitropyridin-2-yl)propyl)amino)-methyl)-3-chloro-4-fluorophenyl)amino)-4,5-difluorobenzoic acid